C[C@H]1N(CCOC1)C=1C2=C(N=C(N1)C1=C3C(=NC=C1)NC=C3)C(=CS2)C=2C=NN(C2)C2CCNCC2 (R)-3-methyl-4-(7-(1-(piperidin-4-yl)-1H-pyrazol-4-yl)-2-(1H-pyrrolo[2,3-b]pyridin-4-yl)thieno[3,2-d]pyrimidin-4-yl)morpholine